NC=1C(=C2C(=NC1C(=O)N)N(C=N2)C2CC(C2)(F)F)C2=C(C(=CC=C2C)O)C 6-Amino-3-(3,3-difluorocyclobutyl)-7-(3-hydroxy-2,6-dimethylphenyl)-3H-imidazo[4,5-b]pyridine-5-carboxamide